COC(C(=O)OC(CCCCC)CC)CN1C(N(C(C1=CC1=CC=CC=C1)=O)OC)=O ethylhexyl dimethoxybenzylidendioxoimidazolidinepropionate